NCCOC(C(CC(=O)OCCN)N)=O bis(2-aminoethyl)-2-aminobutanedioate